FC1(CC1)C(=O)NC1=NN2N=C(C=CC2=N1)C1=CC(=NC=C1)C 1-fluoro-N-(6-(2-methylpyridin-4-yl)-[1,2,4]triazolo[1,5-b]pyridazin-2-yl)cyclopropane-1-carboxamide